CNC(OC1(CCCCC1)C(N(C[C@@H]1CC[C@H](CC1)C1=NC(=C(C=C1)OC)C)C1=NC=CC(=C1)C=1N=C(OC1)CC)=O)=O trans-((4-(2-Ethyloxazol-4-yl)pyridin-2-yl)((trans-4-(5-methoxy-6-methylpyridin-2-yl)cyclohexyl)methyl)carbamoyl)cyclohexyl methylcarbamate